naphthylagmatine C1(=CC=CC2=CC=CC=C12)NCCCCNC(N)=N